methyl 2'-oxo-1'-(2-(trifluoromethyl)phenyl)-3,4-dihydro-1H-spiro[naphthalene-2,3'-pyrrolidine]-8-carboxylate O=C1N(CCC12CC1=C(C=CC=C1CC2)C(=O)OC)C2=C(C=CC=C2)C(F)(F)F